2-methyl-7-(6-(piperidine-1-carbonyl)naphthalen-1-yl)-5,6,7,8-tetrahydro-[1,2,4]triazolo[4,3-a]pyrazin-3(2H)-one CN1N=C2N(CCN(C2)C2=CC=CC3=CC(=CC=C23)C(=O)N2CCCCC2)C1=O